(R)-N-(cyclopropylmethyl)-1-(6-(3-(5-(6-(pyrrolidin-1-yl)pyrazin-2-yl)-1,3,4-thiadiazol-2-yl)oxetan-3-yl)pyridin-3-yl)piperidin-3-amine C1(CC1)CN[C@H]1CN(CCC1)C=1C=NC(=CC1)C1(COC1)C=1SC(=NN1)C1=NC(=CN=C1)N1CCCC1